4-[4-(2-aminoethyl)phenyl]-3-(2-methyl-6-thiophen-3-ylpyrimidin-4-yl)oxybenzonitrile NCCC1=CC=C(C=C1)C1=C(C=C(C#N)C=C1)OC1=NC(=NC(=C1)C1=CSC=C1)C